1-nonyl-2-ethylpyridinium cyanide [C-]#N.C(CCCCCCCC)[N+]1=C(C=CC=C1)CC